COC=1C=C(C=CC1OC)C1=NC2=C(N1)C=C(C(=C2)C2C[C@H](N(CC2)C2CCNCC2)CC(C)C)C(F)(F)F 2-(3,4-dimethoxyphenyl)-5-(r-isobutyl-[1,4'-bipiperidin]-4-yl)-6-(trifluoromethyl)-1H-benzo[d]imidazole